COC[C@@H](C)N1C(=NC2=C1C=C(C=C2)C=2C=C(C(N(C2)C)=O)C)C 5-[3-[(1R)-2-methoxy-1-methyl-ethyl]-2-methyl-benzimidazol-5-yl]-1,3-dimethylpyridin-2-one